C1(CCCCC1)N1C=NC(=C1C1=C2C(=NC=C1)NC(=C2)C)C2=CC=C(C=C2)F 4-(1-cyclohexyl-4-(4-fluorophenyl)-1H-imidazol-5-yl)-2-methyl-1H-pyrrolo[2,3-b]Pyridine